(2S)-2-amino-4-[5-[bis(2-chloro-1,1,2,2-tetradeutero-ethyl)amino]-1-methyl-benzimidazol-2-yl]butanoic acid dihydrochloride Cl.Cl.N[C@H](C(=O)O)CCC1=NC2=C(N1C)C=CC(=C2)N(C(C(Cl)([2H])[2H])([2H])[2H])C(C([2H])([2H])Cl)([2H])[2H]